4-(2-fluoropyridin-3-yl)piperidine-1-sulfonamide FC1=NC=CC=C1C1CCN(CC1)S(=O)(=O)N